C(C)N(CCCNC(=O)C1=CC2=C(N3C(S2)=NC(=C3)C3=CC=C(C=C3)C(NC3CNCC3)=O)C=C1)CC N-(3-(diethylamino)propyl)-2-(4-(pyrrolidin-3-ylcarbamoyl)phenyl)benzo[d]imidazo[2,1-b]thiazole-7-carboxamide